4-(5-chloro-1,3-benzothiazol-2-yl)-1-methyl-piperidin-2-one ClC=1C=CC2=C(N=C(S2)C2CC(N(CC2)C)=O)C1